2-{[(2-Carboxyethyl)sulfanylthiocarbonyl]sulfanyl}propanoic acid C(=O)(O)CCSC(=S)SC(C(=O)O)C